1-benzyl-3-sulfamoyl-1H-pyrazole-5-carboxylic acid ethyl ester C(C)OC(=O)C1=CC(=NN1CC1=CC=CC=C1)S(N)(=O)=O